C1=C(C=CC2=CC(=CC=C12)C1=CC(=NC(=C1)C1=CC=C(C(=O)O)C=C1)C1=CC=C(C(=O)O)C=C1)C1=CC(=NC(=C1)C1=CC=C(C(=O)O)C=C1)C1=CC=C(C(=O)O)C=C1 4,4',4'',4'''-(naphthalene-2,6-diylbis(pyridine-4,2,6-triyl))tetrabenzoic acid